Fluoropropenen FC=C=C